(2E)-3-(1-{4-[(4-methoxyphenyl)methoxy]Butyl}-4-methyl-1H-benzotriazol-5-yl)prop-2-enoic acid ethyl ester C(C)OC(\C=C\C1=C(C2=C(N(N=N2)CCCCOCC2=CC=C(C=C2)OC)C=C1)C)=O